N-(5-iodo-1H-indol-3-yl)-1H-benzo[d]imidazol-2-amine IC=1C=C2C(=CNC2=CC1)NC1=NC2=C(N1)C=CC=C2